FC1=C(OC2=C(C=C(C=C2)NC([C@H](CC)NC(OC(C)(C)C)=O)=O)C=2C3=C(C(N(C2)C)=O)N(C=C3)S(=O)(=O)C3=CC=C(C)C=C3)C=CC(=C1)F tert-butyl (S)-(1-((4-(2,4-difluorophenoxy)-3-(6-methyl-7-oxo-1-tosyl-6,7-dihydro-1H-pyrrolo[2,3-c]pyridin-4-yl)phenyl)amino)-1-oxobutan-2-yl)carbamate